4-azido-2-methylquinoline-6-carboxylic acid N(=[N+]=[N-])C1=CC(=NC2=CC=C(C=C12)C(=O)O)C